1-Boc-1,5-diaminopentane C(=O)(OC(C)(C)C)C(CCCCN)N